ClC=1C(=NC2=CC=C(C=C2C1)C=1C=CC(=C(C1)CN)C)N1CCNCC1 [5-(3-chloro-2-piperazin-1-yl-6-quinolyl)-2-methyl-phenyl]methanamine